1,7-dimethyl-1H-pyrazolo[4,3-c]quinoline-8-carboxamide CN1N=CC=2C=NC=3C=C(C(=CC3C21)C(=O)N)C